CC(C)(C#C)OCCCS(=O)(=O)[O-] 2-((2-methylbut-3-yn-2-yl)oxy)ethylmethanesulfonate